2-(2-chlorophenyl)-N-{4-[4-methyl-3-(Trifluoromethyl)-1H-pyrazol-1-yl]-3-sulfamoylphenyl}acetamide ClC1=C(C=CC=C1)CC(=O)NC1=CC(=C(C=C1)N1N=C(C(=C1)C)C(F)(F)F)S(N)(=O)=O